N-(2-aminophenyl)pyrimidine-5-carboxamide NC1=C(C=CC=C1)NC(=O)C=1C=NC=NC1